ClC=1C=CC(=NC1)N(C(=O)OCC1CCC(CC1)COCC(=O)O)C1=CC=CC=C1 2-(((1r,4r)-4-(((5-chloropyridin-2-yl)(phenyl)carbamoyloxy)methyl)cyclohexyl)methoxy)acetic acid